S(N)(OC[C@@H]1[C@H](C[C@@H](C1)NC1=NC=NC=C1C(=O)C=1SC=C(C1)COC1=CC=CC=C1)O)(=O)=O {(1R,2S,4R)-2-Hydroxy-4-[(5-{[4-(phenoxymethyl)-2-thienyl]carbonyl}pyrimidin-4-yl)amino]cyclopentyl}methyl sulfamate